N-(5-((6-((S)-3-benzylisoxazolidine-2-yl)pyrimidine-4-yl)amino)-2-(4-(4-cyclopropylpiperazine-1-yl)piperidine-1-yl)-4-methoxyphenyl)acrylamide C(C1=CC=CC=C1)[C@@H]1N(OCC1)C1=CC(=NC=N1)NC=1C(=CC(=C(C1)NC(C=C)=O)N1CCC(CC1)N1CCN(CC1)C1CC1)OC